C1(CCC2=CC=CC=C12)NC(\C=C\C1=CC=C2C(=NNC2=C1)CC)=O (E)-N-(2,3-dihydro-1H-inden-1-yl)-3-(3-ethyl-1H-indazol-6-yl)acrylamide